trihexyl-(Tetradecyl)Phosphonium C(CCCCC)[P+](CCCCCCCCCCCCCC)(CCCCCC)CCCCCC